ClC=1C=CC(=NC1OC)C1=CC=C(C=C1)CN (4-(5-chloro-6-methoxypyridin-2-yl)phenyl)methanamine